C(C)OC(=O)CCC[C@@H](C)[C@H]1CC[C@H]2C3=CC=C4C[C@H](CC[C@]4(C)[C@H]3CC[C@]12C)O[Si](C)(C)C(C)(C)C ethyl-3β-tert-Butyldimethylsilyloxy-chola-5,7-diene-24-carboxylate